N-[4-(2-fluorophenyl)-2-tetrahydropyran-2-yl-3-pyridyl]-2-isopropyl-pyrimidine-5-carboxamide FC1=C(C=CC=C1)C1=C(C(=NC=C1)C1OCCCC1)NC(=O)C=1C=NC(=NC1)C(C)C